5-bromo-2-methylpyrazolo[3,4-b]pyridine BrC1=CC=2C(N=C1)=NN(C2)C